8-benzoyl-2-(3,5-difluorobenzyl)-2,8-diazaspiro[4.5]decan-1-one C(C1=CC=CC=C1)(=O)N1CCC2(CCN(C2=O)CC2=CC(=CC(=C2)F)F)CC1